(3R)-4-{7-chloro-3-[3-methyl-1-(oxan-2-yl)-1H-pyrazol-5-yl]-[1,2]thiazolo[4,5-b]pyridin-5-yl}-3-methylmorpholine ClC1=C2C(=NC(=C1)N1[C@@H](COCC1)C)C(=NS2)C2=CC(=NN2C2OCCCC2)C